1-imidazo[1,2-a]pyridin-7-yl-cyclopropanecarbonitrile N=1C=CN2C1C=C(C=C2)C2(CC2)C#N